OC=1C=CC2=C(C=C(O2)C(C)=O)C1 1-(5-hydroxy-1-benzofuran-2-yl)ethan-1-one